CN[C@@H](CCCCN)C(=O)O (epsilone)-methyl-L-lysine